2-(1-(tert-butoxycarbonyl)pyrrolidin-3-yl)acetic acid C(C)(C)(C)OC(=O)N1CC(CC1)CC(=O)O